2,4,5-trifluorobenzyl-amine FC1=C(CN)C=C(C(=C1)F)F